(4-((tert-butyldimethylsilyl)oxy)bicyclo(2.2.1)hept-1-yl)methanol [Si](C)(C)(C(C)(C)C)OC12CCC(CC1)(C2)CO